6-(cis-bicyclo[3.1.0]hexane-3-yloxy)-5-fluoropyridin-3-amine C12CC(CC2C1)OC1=C(C=C(C=N1)N)F